NC=1C=CC2=C(O[C@@H](CO2)CNC(=O)C=2OC(=CC2)CN2CCN(CC2)C)C1 5-(4-Methyl-piperazin-1-ylmethyl)-furan-2-carboxylic acid ((R)-7-amino-2,3-dihydro-benzo[1,4]dioxin-2-ylmethyl)-amide